oxaazaspiro[3.3]Heptane O1NCC12CCC2